(3-(1-((tert-butylsulfinyl)imino)ethyl)-5-(difluoromethyl)-4-fluorophenyl)carbamic acid isopropyl ester C(C)(C)OC(NC1=CC(=C(C(=C1)C(F)F)F)C(C)=NS(=O)C(C)(C)C)=O